C(CCCCCCCCCCCCCCCCCCCC)(=O)[O-].[Ba+2].C(CCCCCCCCCCCCCCCCCCCC)(=O)[O-] barium heneicosanate